C(#N)C(C)(C)NC(=O)C1=NC=CC(=C1)NC(CC1=C(C=CC(=C1)F)OC)=O N-(1-cyano-1-methyl-ethyl)-4-[[2-(5-fluoro-2-methoxy-phenyl)acetyl]amino]pyridine-2-carboxamide